C(C1=CC=CC=C1)OC=1C=C2C(=CNC2=CC1)C(C(C(=O)OCC)[N+](=O)[O-])COC Ethyl 3-(5-benzyloxy-1H-indol-3-yl)-4-methoxy-2-nitro-butanoate